C(CCCCC)OC(C)=O.O water hexyl-acetate